N1=CC=CC2=CC=CC(=C12)NC(CC(C)C[Si](C)(C)C)=O N-(Quinolin-8-yl)-3-[(trimethylsilyl)methyl]butanamide